FC=1C=C(CC=2OC=C(N2)C(=O)O)C=C(C1)F 2-(3,5-difluorobenzyl)oxazole-4-carboxylic acid